1-(2-deoxy-2,2-difluoro-β-D-erythro-pentofuranosyl)-tetrahydro-2(1H)-pyrimidinone FC1([C@@H](O[C@@H]([C@H]1O)CO)N1C(NCCC1)=O)F